C(#N)C=1C=CC(=NC1N1N=C(C=C1C)OC(F)F)N1C=NC2=C1C=C(C=C2)NC=2N=NC(=CC2C(=O)N(C)C)C 3-[[3-[5-cyano-6-[3-(difluoromethoxy)-5-methyl-pyrazol-1-yl]-2-pyridyl]benzimidazol-5-yl]amino]-N,N,6-trimethyl-pyridazine-4-carboxamide